NC=1C2=C(N=CN1)N(C=C2C2=CC(=C(C=C2)NC(=O)NC2=CC(=C(C=C2)CN2CCC(CC2)N(C)C)C(F)(F)F)F)C2CC2 1-(4-(4-amino-7-cyclopropyl-7H-pyrrolo[2,3-d]pyrimidin-5-yl)-2-fluorophenyl)-3-(4-((4-(dimethylamino)piperidin-1-yl)methyl)-3-(trifluoromethyl)phenyl)urea